N1(CCCC2=CC=CC=C12)C(=O)C=1N(C=CC1)C1=C(C#N)C(=CC(=N1)C(F)(F)F)C(F)(F)F 2-(2-(1,2,3,4-tetrahydroquinoline-1-carbonyl)-1H-pyrrol-1-yl)-4,6-bis(trifluoromethyl)nicotinonitrile